5-(4-ethylphenyl)-4-methylpent-4-enal C(C)C1=CC=C(C=C1)C=C(CCC=O)C